O=C1C(CN(CC1)C(=O)OCC1=CC=CC=C1)C(=O)OCC 1-benzyl 3-ethyl 4-oxopiperidine-1,3-dicarboxylate